(1s,3s)-3-fluorocyclobutyl (4-cyclopropyl-3-(3,3-difluorocyclobutyl)-1-methyl-1H-pyrazol-5-yl)carbamate C1(CC1)C=1C(=NN(C1NC(OC1CC(C1)F)=O)C)C1CC(C1)(F)F